N12CN3CCN(CN(C1)C3)C2 1,3,6,8-tetraazatricyclo[4.3.1.13,8]undecane